2-methoxy-1-(2-(5-p-tolyl-1H-imidazol-2-yl)piperidin-1-yl)propan-1-one COC(C(=O)N1C(CCCC1)C=1NC(=CN1)C1=CC=C(C=C1)C)C